4-bromo-5-nitrobenzene-1,2-diamine BrC=1C=C(C(=CC1[N+](=O)[O-])N)N